COC(=O)C1=NC(=C(C=C1Br)C(F)(F)F)Br 3,6-dibromo-5-(trifluoromethyl)pyridine-2-carboxylic acid methyl ester